ClC=1C(=C2C=NNC2=C(C1F)N(C1=NC=NC=N1)C)C1=CC=2N(C=C1)N=C(C2)NC(=O)[C@H]2[C@H](C2)F (1S,2S)-N-(5-(5-chloro-6-fluoro-7-(methyl-(1,3,5-triazin-2-yl)amino)-1H-indazol-4-yl)pyrazolo[1,5-a]pyridin-2-yl)-2-fluorocyclopropane-1-carboxamide